NC1=C(C=C(C(=O)OC)C=C1)NC[C@H]1COCC1 methyl 4-amino-3-{[(3S)-oxolan-3-ylmethyl]amino}benzoate